NC=1C=C2C(N(C=NC2=CC1)C(COC)C)=O 6-amino-3-(1-methoxypropan-2-yl)quinazolin-4(3H)-one